NC1=C(C(=C2C(=N1)OC1=CC(=C(C=C1C2SC2=CC=C(C=C2)OC)OC)OC)N)C#N 2,4-diamino-7,8-dimethoxy-5-((4-methoxyphenyl)thio)-5H-chromeno[2,3-b]pyridine-3-carbonitrile